FCC1=C(C(=C(C(=O)O)C=C1)CF)CF tris-fluoromethyl-benzoic acid